Rel-N-((dimethylamino)(4-(N-(2-(4-((2,6-dimethylmorpholino)methyl)piperidin-1-yl)-3-fluorophenyl)sulfamoyl)phenyl)(oxo)-λ6-sulfaneylidene)-2,2,2-trifluoroacetamide CN(C)S(=NC(C(F)(F)F)=O)(=O)C1=CC=C(C=C1)S(NC1=C(C(=CC=C1)F)N1CCC(CC1)CN1CC(OC(C1)C)C)(=O)=O